FC(C=1OC(=CN1)C1=CC=CC=C1)F 2-(difluoromethyl)-5-phenyloxazole